methyl (2S,3S,5R)-5-(6-amino-2-fluoro-purin-9-yl)-3-[tert-butyl(dimethyl)silyl]oxy-4,4-dideuterio-2-ethynyl-tetrahydrofuran-2-carboxylate NC1=C2N=CN(C2=NC(=N1)F)[C@H]1C([C@@H]([C@](O1)(C(=O)OC)C#C)O[Si](C)(C)C(C)(C)C)([2H])[2H]